6-(3-Ethoxy-5-fluorophenyl)-N-[(2-oxo-1H-pyridin-3-yl)sulfonyl]-2-[(4S)-2,2,4-trimethylpyrrolidin-1-yl]pyridin-3-carboxamid C(C)OC=1C=C(C=C(C1)F)C1=CC=C(C(=N1)N1C(C[C@@H](C1)C)(C)C)C(=O)NS(=O)(=O)C=1C(NC=CC1)=O